(S)-3-(anthracene-2-yl)-3-phenylindolin-2-one C1=C(C=CC2=CC3=CC=CC=C3C=C12)[C@@]1(C(NC2=CC=CC=C12)=O)C1=CC=CC=C1